ClC1=NC2=CC=C(C(=C2C(=N1)O)C#C[Si](C(C)C)(C(C)C)C(C)C)F 2-chloro-6-fluoro-5-[2-(triisopropylsilyl)ethynyl]quinazolin-4-ol